N-(6-amino-5-((methyl-d3)-sulfanyl)pyridin-2-yl)pivalamide NC1=C(C=CC(=N1)NC(C(C)(C)C)=O)SC([2H])([2H])[2H]